1,2,3-Trioctanoylglycerin C(CCCCCCC)(=O)OCC(OC(CCCCCCC)=O)COC(CCCCCCC)=O